FC1=CC=C(C=C1)C1=C(C=C2CNC(C2=C1)=O)OC([2H])([2H])C=1C=NN(C1)C 6-(4-fluorophenyl)-5-((1-methyl-1H-pyrazol-4-yl)methoxy-d2)isoindolin-1-one